ClC=1C(=C(C(NN1)=O)[N+](=O)[O-])N1CCCCC1 6-chloro-4-nitro-5-(piperidin-1-yl)pyridazin-3(2H)-one